C(C1=CC=C(C(=O)O)C=C1)(=O)O.CC(CO)CO 2-methyl-1,3-propylene glycol terephthalate